(3-methoxybenzylidene)pyrazine COC=1C=C(C=C2NC=CN=C2)C=CC1